NC1=C2C(=NC=N1)N(N=C2C2=CC(=C(C=C2)OC(F)F)F)[C@@H](C)C=2C=C1N(C(C2C2=CC(=CC=C2)F)=O)C(=CS1)Cl (S)-7-(1-(4-amino-3-(4-(difluoromethoxy)-3-fluorophenyl)-1H-pyrazolo[3,4-d]pyrimidin-1-yl)ethyl)-3-chloro-6-(3-fluorophenyl)-5H-thiazolo[3,2-a]pyridin-5-one